FC1=CC=C(S1)CC[C@@]1(CN(CC1)C(C)(C)C=1C=NC(=CC1)C)[C@@H](C)NC(OC1=CC=CC=C1)=O |o1:8| phenyl ((R)-1-((R or S)-3-(2-(5-fluorothiophen-2-yl)ethyl)-1-(2-(6-methylpyridin-3-yl)propan-2-yl)pyrrolidin-3-yl)ethyl)carbamate